(1aR,5aR)-2-Pyrazin-2-yl-1a,2,5,5a-tetrahydro-1H-2,3-diaza-cyclopropa[a]pentalene-4-carboxylic acid ((S)-1-hydroxymethyl-2-methyl-propyl)-amide OC[C@H](C(C)C)NC(=O)C=1C=2C[C@@H]3[C@H](C2N(N1)C1=NC=CN=C1)C3